1-(2-carboxyethyl)pyrimidinium C(=O)(O)CC[N+]1=CN=CC=C1